BrC1=CC=2N=C(N=C(C2N=C1)Cl)NC(C)=O N-(7-bromo-4-chloropyrido[3,2-d]pyrimidin-2-yl)acetamide